BrC1=CC=C(C=C1)C1=NOC(=C1)CCO 2-(3-(4-bromophenyl)isoxazol-5-yl)ethan-1-ol